FC=1C=C(CC(C(=O)N)C2CN(C2)C(C)C2=CC=CC3=CC=CC=C23)C=CC1 (3-Fluorobenzyl)-2-(1-(1-(naphthalen-1-yl)ethyl)azetidin-3-yl)acetamide